N'-[1-(3-bromo-2-fluoro-phenyl)-2-methyl-propyl]-N'-cyclopropyl-ethane-1,2-diamine TFA salt OC(=O)C(F)(F)F.BrC=1C(=C(C=CC1)C(C(C)C)N(CCN)C1CC1)F